COC(=O)C=1SC(=CC1N)C1=C(C=CC=C1)Cl.CC([C@@H](C(=O)N1[C@@H](C[C@H](C1)O)C(=O)NCC1=CC=C(C=C1)C1=C(N=CS1)C)NC(=O)N)(C)C (2S,4R)-1-((S)-3,3-dimethyl-2-ureidobutyryl)-4-hydroxy-N-(4-(4-methylthiazol-5-yl)benzyl)pyrrolidine-2-carboxamide methyl-3-amino-5-(2-chlorophenyl)thiophene-2-carboxylate